1,3-bis(3-acryloyloxy-2-hydroxypropoxy)propane C(C=C)(=O)OCC(COCCCOCC(COC(C=C)=O)O)O